(R)-(3,5-dibromo-4-hydroxyphenyl)(1,5-dimethyl-5,6-dihydropyrazolo[4,3-b][1,4]oxazin-7(1H)-yl)methanone BrC=1C=C(C=C(C1O)Br)C(=O)N1C2=C(O[C@@H](C1)C)C=NN2C